B1=NC=CC=C1 2-azaborabenzene